di[2H3]methyl carbonate C(OC([2H])([2H])[2H])(OC([2H])([2H])[2H])=O